FC1(CC=C(CC1)C=1C=CC=C2C=C(C=NC12)C(=O)N[C@@H](CO)CC)F (R)-8-(4,4-difluorocyclohex-1-en-1-yl)-N-(1-hydroxybut-2-yl)quinoline-3-carboxamide